2-((S)-3-(Biphenyl-4-yl)-2-(N-hydroxyformamido)propionylamino)propanoic acid C1(=CC=C(C=C1)C[C@@H](C(=O)NC(C(=O)O)C)N(C=O)O)C1=CC=CC=C1